4-(1-(3-(ethoxymethyl)-3-phenethylpyrrolidin-1-yl)ethyl)-1-methyl-1H-pyrazole C(C)OCC1(CN(CC1)C(C)C=1C=NN(C1)C)CCC1=CC=CC=C1